CN1CCN(CC1)CCOC=1C=C(C=CC1)CCN=C(C1=CC=CC=C1)C1=CC=CC=C1 N-(2-{3-[2-(4-methylpiperazin-1-yl)ethoxy]phenyl}ethyl)-1,1-diphenylmethanimine